[Ti].[Sr].[Pt].ClC1=CC=C(C=C1)OS(=O)(=O)[O-].C(C)(C)(C)C1=CC=C(C=C1)[S+](C1=CC=C(C=C1)C(C)(C)C)C1=CC=C(C=C1)C(C)(C)C Tris(4-tert-butylphenyl)sulfonium 4-chlorophenyl-sulfate platinum strontium titanium